(1R,3S,5R)-N-(6-bromo-3-methylpyridin-2-yl)-5-methyl-2-(2-(7-methyl-5-(2-methylpyrimidin-5-yl)-3-(oxetan-3-yl)-1H-indazol-1-yl)acetyl)-2-azabicyclo[3.1.0]hexane-3-carboxamide BrC1=CC=C(C(=N1)NC(=O)[C@H]1N([C@@H]2C[C@@]2(C1)C)C(CN1N=C(C2=CC(=CC(=C12)C)C=1C=NC(=NC1)C)C1COC1)=O)C